Propyl-adamantane C(CC)C12CC3CC(CC(C1)C3)C2